C(CNC([S-])=S)NC([S-])=S.CN(C(S)=S)C.CN(C(S)=S)C.[Zn+2].C(C1=CC=CC=C1)(=O)C=1C(OC2=CC(=CC(=C2C1)OCCC)OCCC)=O 3-benzoyl-5,7-dipropoxycoumarin zinc bis(dimethyldithiocarbamate) ethylenebis(dithiocarbamate)